NC1=NC=CC=C1C1=C(C(=C(C=C1)S(=O)(=O)CCNC(OC(C)(C)C)=O)S(N(CC1=CC=C(C=C1)OC)CC1=CC=C(C=C1)OC)(=O)=O)C=1N=NN(N1)CC1=CC=C(C=C1)OC tert-butyl (2-((4-(2-aminopyridin-3-yl)-2-(N,N-bis(4-methoxybenzyl)sulfamoyl)-3-(2-(4-methoxybenzyl)-2H-tetrazol-5-yl)phenyl)sulfonyl)ethyl)carbamate